P(=O)([O-])([O-])C(=O)[O-] Phosphonatoformate